(4-amino-6-chloropyridin-2-yl)(4-phenylpiperazin-1-yl)methanone NC1=CC(=NC(=C1)Cl)C(=O)N1CCN(CC1)C1=CC=CC=C1